1-propyl-1H-pyrazole-4-sulfonamide C(CC)N1N=CC(=C1)S(=O)(=O)N